(S)-4-Methyl-5-((2-methyl-1,4-diazepan-1-yl)sulfonyl)isoquinoline dihydrochloride Cl.Cl.CC1=CN=CC2=CC=CC(=C12)S(=O)(=O)N1[C@H](CNCCC1)C